1-cyclopropyl-5-(difluoromethyl)-1H-pyrazol C1(CC1)N1N=CC=C1C(F)F